tert-butyl(5-((trimethylsilyl)ethynyl)-2,3-dihydro-1H-inden-2-yl)carbamate C(C)(C)(C)OC(NC1CC2=CC=C(C=C2C1)C#C[Si](C)(C)C)=O